NC1=NC=CC(=C1)NC(=O)C=1C(=NC2=CC(=CC=C2C1)F)N1CCC(CCC1)(F)F N-(2-aminopyridin-4-yl)-2-(4,4-difluoroazepan-1-yl)-7-fluoroquinoline-3-carboxamide